N(=C=O)C1CC(CC(C1)(C)CN=C=O)(C)C 5-isocyanato-(isocyanatomethyl)-1,3,3-trimethylcyclohexane